docosenyl docosenoate CCCCCCCCCCCCCCCCCCCCC=COC(=O)C=CCCCCCCCCCCCCCCCCCCC